N1=CN=C(C2=C1SC=C2)N2CC1=C(CC2)N=C(S1)N 4,5,6,7-tetrahydro-5-thieno[2,3-d]pyrimidin-4-yl-thiazolo[5,4-c]pyridin-2-amine